COCCN1CCN(CC1)C1=CC(=NC=C1)NC=1SC2=NC(=CC=C2N1)C1=CC(=NC=C1)C N-(4-(4-(2-methoxy-ethyl)piperazin-1-yl)-pyridin-2-yl)-5-(2-methylpyridin-4-yl)-thiazolo[5,4-b]pyridin-2-amine